3-[4-(2,2-dimethyl-4-piperidyl)anilino]piperidine-2,6-dione TFA salt OC(=O)C(F)(F)F.CC1(NCCC(C1)C1=CC=C(NC2C(NC(CC2)=O)=O)C=C1)C